C1(CCCC1)C=1C=CC(=NC1)CN(C(=O)[C@@H]1N(CC1)S(=O)(=O)C1=C(C(=C(C(=C1F)F)F)F)F)C1=C(C=C(C(=O)OCC2=CC=CC=C2)C=C1)F benzyl (R)-4-(N-((5-cyclopentylpyridin-2-yl)methyl)-1-((perfluorophenyl)sulfonyl)azetidine-2-carboxamido)-3-fluorobenzoate